ClC=1C=C2C(C(=CN(C2=CC1N1[C@H](C[C@@H](C1)F)CO)C1=NC=CN=C1)C(=O)OCC)=O ethyl 6-chloro-7-[(2R,4S)-4-fluoro-2-(hydroxymethyl)pyrrolidin-1-yl]-4-oxo-1-(pyrazin-2-yl)-1,4-dihydroquinoline-3-carboxylate